p-phenylenebis(p-aminobenzoate) C1(=CC=C(C=C1)C1=C(C(=O)[O-])C=CC(=C1)N)C1=C(C(=O)[O-])C=CC(=C1)N